C1(=C(C=CC=C1)C=1C(=C2C(=CC1)N=C1C=CC3=C4C=CC=CC4=NC3=C12)C1=C(C=CC=C1)C=1C(=CC=CC1)C1=CC=CC=C1)C1=CC=CC=C1 (biphenylyl)(terphenylyl)indoloCarbazole